BrC1=CC=C(C(=N1)OC)[C@H](CC=C)N[S@](=O)C(C)(C)C (R)-N-((S)-1-(6-bromo-2-methoxypyridin-3-yl)but-3-en-1-yl)-2-methylpropan-2-sulfinamide